Ethyl 5-bromo-4-hydroxy-2-methyl-pyridine-3-carboxylate BrC=1C(=C(C(=NC1)C)C(=O)OCC)O